NC1=C2C(=NC=N1)N(N=C2C2=CC=C(CNC(C1=C(C=CC(=C1)F)OC)=O)C=C2)C2CCN(CC2)CCN2CCN(CC2)C=2C=C1CN(C(C1=CC2)=O)[C@@H]2C(NC(CC2)=O)=O (S)-N-(4-(4-Amino-1-(1-(2-(4-(2-(2,6-dioxopiperidin-3-yl)-1-oxoisoindolin-5-yl)piperazin-1-yl)ethyl)piperidin-4-yl)-1H-pyrazolo[3,4-d]pyrimidin-3-yl)benzyl)-5-fluoro-2-methoxybenzamid